(1-(4-(benzylamino)-4-oxobut-2-enamido)-2-(p-tolyl)ethyl)boronic acid C(C1=CC=CC=C1)NC(C=CC(=O)NC(CC1=CC=C(C=C1)C)B(O)O)=O